NC1=NC2=NC=C(N=C2C(=N1)N)CN(C1=CC=C(C(=O)N[C@@H](CCC(=O)O)C(=O)O)C=C1)C N-[4-[[(2,4-diamino-6-pteridinyl)methyl]methylamino]benzoyl]-glutamic acid